3-[2,3-Dicarboxy-4-[6-[4-[(E)-3-(4-fluorophenyl)-3-oxoprop-1-enyl]phenoxy]hexoxy]phenyl]-6-[6-[4-[(E)-3-(4-fluorophenyl)-3-oxoprop-1-enyl]phenoxy]hexoxy]phthalic acid C(=O)(O)C1=C(C=CC(=C1C(=O)O)OCCCCCCOC1=CC=C(C=C1)\C=C\C(=O)C1=CC=C(C=C1)F)C1=C(C(C(=O)O)=C(C=C1)OCCCCCCOC1=CC=C(C=C1)\C=C\C(=O)C1=CC=C(C=C1)F)C(=O)O